C1(CC1)C1=CC(=NC(=N1)C(F)(F)F)C1=NN=CN1\C=C(/C(=O)OC)\C=1C=NC=NC1 methyl (Z)-3-(3-(6-cyclopropyl-2-(trifluoromethyl)pyrimidin-4-yl)-4H-1,2,4-triazol-4-yl)-2-(pyrimidin-5-yl)acrylate